FC1(CCCCC1)C(=O)NS(=O)(=O)C1=CC(=C(C=C1)N[C@H](CCN1CC(C1)F)CCC1=CC=CC=C1)[N+](=O)[O-] (S)-1-FLUORO-N-((4-((1-(3-FLUOROAZETIDIN-1-YL)-5-PHENYLPENTAN-3-YL)AMINO)-3-NITROPHENYL)SULFONYL)CYCLOHEXANE-1-CARBOXAMIDE